ethyl 2-((4-fluoro-2-meth-oxyphenyl)-amino)-5-(tri-fluoromethyl)-benzoate FC1=CC(=C(C=C1)NC1=C(C(=O)OCC)C=C(C=C1)C(F)(F)F)OC